C(C)(C)(C)OC(=O)N1C[C@@H](N(CC1)C=1C2=C(N(C(N1)=O)C=1C(=NC=CC1C)C(C)C)N=C(C(=C2)F)C=2C=CC=C1C=CN(C21)C(=O)OC(C)(C)C)C Tert-butyl (S)-7-(4-(4-(tert-butoxycarbonyl)-2-methylpiperazin-1-yl)-6-fluoro-1-(2-isopropyl-4-methylpyridin-3-yl)-2-oxo-1,2-dihydropyrido[2,3-d]pyrimidin-7-yl)-1H-indole-1-carboxylate